NC1=NC=NC=2N(C3=CC=C(C=C3C21)C(F)(F)F)CC(=O)N2[C@@H]1C[C@@H]1C[C@H]2C(=O)NC2=CC(=CC=C2)Br (1R,3S,5R)-2-(2-(4-amino-6-(trifluoromethyl)-9H-pyrimido[4,5-b]indol-9-yl)acetyl)-N-(3-bromophenyl)-2-azabicyclo[3.1.0]hexane-3-carboxamide